COC1=CC=2C3=C(N(C2C=C1)CC1=C(C(=O)O)C=CC=C1)CCN(C3)C 2-((8-methoxy-2-methyl-1,2,3,4-tetrahydro-5H-pyrido[4,3-b]indol-5-yl)methyl)benzoic acid